ClC1=NC(=NC(=N1)Cl)N(C1=CC=CC=C1)C1=NC(=NC(=N1)Cl)Cl 4,6-dichlorio-N-(4,6-dichlorio-1,3,5-triazin-2-yl)-N-phenyl-1,3,5-triazin-2-amine